O=C1CCN(CC1)C=1C=CC=C2C=CN=CC12 8-(4-oxopiperidin-1-yl)isoquinolin